FC1(CCC(CC1)NC1=NC(=NC(=C1)C)N1N=C(C=C1)C(CC)O)F 1-(1-(4-((4,4-difluorocyclohexyl)amino)-6-methylpyrimidin-2-yl)-1H-pyrazol-3-yl)propan-1-ol